2-[1-[4-[(2,6-dioxo-3-piperidinyl)amino]-2-(trifluoromethyl)phenyl]-4-hydroxy-4-piperidinyl]acetic acid tert-butyl ester C(C)(C)(C)OC(CC1(CCN(CC1)C1=C(C=C(C=C1)NC1C(NC(CC1)=O)=O)C(F)(F)F)O)=O